3-bromo-5-(3-chlorophenoxy)-1-methyl-1H-pyrazole-4-carboxylic acid BrC1=NN(C(=C1C(=O)O)OC1=CC(=CC=C1)Cl)C